bicyclo[2.2.1]hept-2-ene-5,6-dicarboximide C12C=CC(C3C1C(NC3=O)=O)C2